C(#N)C1=NC(=CC=C1N1[C@@H](CN(CC1)C(=O)OC(C)(C)C)C)C(NC)=O tert-butyl (3R)-4-[2-cyano-6-(methylcarbamoyl)pyridin-3-yl]-3-methylpiperazine-1-carboxylate